C(N)(=O)C=1C=C(C=NC1OC)NC(C(=O)N1[C@H](CC[C@@H](C1)C)C=1C=CC2=C(N=C(S2)C2CCN(CC2)C(=O)OC(C)(C)C)C1)=O tert-Butyl 4-[5-[(2R,5S)-1-[2-[(5-carbamoyl-6-methoxy-3-pyridyl)amino]-2-oxoacetyl]-5-methyl-2-piperidyl]-1,3-benzothiazol-2-yl]piperidine-1-carboxylate